(S)-8-(2-amino-6-((R)-1-(3',4'-dichloro-3-(3-methyl-1H-pyrazol-1-yl)-[1,1'-biphenyl]-4-yl)-2,2,2-trifluoroethoxy)pyrimidin-4-yl)-2,8-diazaspiro[4.5]decane-3-carboxylic acid NC1=NC(=CC(=N1)N1CCC2(C[C@H](NC2)C(=O)O)CC1)O[C@@H](C(F)(F)F)C1=C(C=C(C=C1)C1=CC(=C(C=C1)Cl)Cl)N1N=C(C=C1)C